N1=C(C=CC=C1)CC(=O)NC=1N=NC(=CC1)N1CCC(CC1)C=1SC(=NN1)NC(CC1=CC(=CC=C1)OC(F)(F)F)=O 2-(Pyridin-2-yl)-N-(6-(4-(5-(2-(3-(trifluoromethoxy)phenyl)acetamido)-1,3,4-thiadiazol-2-yl)piperidin-1-yl)pyridazin-3-yl)acetamide